C(C)(C)(C)NC(=O)C1=CC=CC2=CN(N=C12)C1=CC=C(C=C1)C1CN(CCC1)C(=O)OC(C)(C)C tert-butyl 3-(4-(7-(tert-butylcarbamoyl)-2H-indazol-2-yl)phenyl)piperidine-1-carboxylate